C(#N)CC(=O)N1C[C@@H]([C@@H](CC1)C)N(C=1C2=C(N=CN1)N(C=C2)COC(CC2=CC=C(C=C2)NC(C)=O)=O)C (4-(((3R,4R)-1-(2-cyanoacetyl)-4-methylpiperidin-3-yl)(methyl)amino)-7H-pyrrolo[2,3-d]pyrimidin-7-yl)methyl-2-(4-acetamidophenyl)acetate